tert-butyl 4-((6-(2-methyl-6-(methylthio)-3-oxo-2,3-dihydro-1H-pyrazolo[3,4-d]pyrimidin-1-yl)pyridin-2-yl)oxy)piperidine-1-carboxylate CN1N(C2=NC(=NC=C2C1=O)SC)C1=CC=CC(=N1)OC1CCN(CC1)C(=O)OC(C)(C)C